FC1(C=2C=CC=NC2C(CC1)(C)O)C(=O)N 5-fluoro-8-hydroxy-8-methyl-5,6,7,8-tetrahydroquinoline-5-carboxamide